ClC=1C(=CC(=C(CC2(OCC(C2)NS(=O)(=O)C)C(=O)N[C@@H](CO)C(=O)OC)C1)F)F methyl (2-(5-chloro-2,4-difluorobenzyl)-4-(methylsulfonamido)tetrahydrofuran-2-carbonyl)serinate